BrC1=CC=C(OC2CC(C2)N2CCOCC2)C=C1 4-((1r,3r)-3-(4-bromophenoxy)cyclobutyl)morpholine